BrC=1SC(=C(N1)CNC)C1COCC1 1-(2-bromo-5-(tetrahydrofuran-3-yl)thiazol-4-yl)-N-methylmethanamine